FC=1C=C2C=CN(C2=C(C1)C1=CC=CC=C1)C 5-fluoro-1-methyl-7-phenyl-1H-indole